2-(4-(3-(Trifluoromethoxy)phenyl)piperidine-1-carbonyl)-7-oxa-5-azaspiro[3.4]octan-6-one FC(OC=1C=C(C=CC1)C1CCN(CC1)C(=O)C1CC2(C1)NC(OC2)=O)(F)F